CC1C(N(CCO1)C=1SC=CC1)=O methylthiophenyl-morpholinone